N-(3,6-dimethyl-9H-xanthen-9-yl)-5-morpholino-2-oxo-6-(trifluoromethyl)-1,2-dihydropyridine-3-carboxamide CC=1C=CC=2C(C3=CC=C(C=C3OC2C1)C)NC(=O)C=1C(NC(=C(C1)N1CCOCC1)C(F)(F)F)=O